[C@H]12N(C[C@H](NC1)C2)C=2C=NC(=NC2)CNC(=O)[C@H]2CCN(C1(CC1)C2)C(=O)C2=CC(=NN2)C2=CC(=NC=C2F)OC (S)-N-((5-((1R,4R)-2,5-diazabicyclo[2.2.1]heptan-2-yl)pyrimidin-2-yl)methyl)-4-(3-(5-fluoro-2-methoxypyridin-4-yl)-1H-pyrazole-5-carbonyl)-4-azaspiro[2.5]octane-7-carboxamide